COC1=CC=C(C=C1)C1=NN2C(=NC=3C=CC=C(C3C2=N1)C1CCOCC1)N[C@H]1C(NCCCC1)=O (3R)-3-{[2-(4-methoxyphenyl)-10-(oxacyclohex-4-yl)[1,2,4]triazolo[1,5-c]quinazolin-5-yl]amino}azepan-2-one